OC=1C=C(CN2N=CC3=C(C2=O)N(C2=C3SC(=N2)C)C)C=CC1 6-(3-hydroxybenzyl)-2,4-dimethyl-4H-thiazolo[5',4':4,5]pyrrolo[2,3-d]pyridazin-5(6H)-one